bromothiolide BrC1=[C-]SC=C1